FC1=C2C(NC(=NC2=CC(=C1)OCC1CC(C1)N1CCN(CC1)C1=CC=C(C=C1)[N+](=O)[O-])CSC1CCN(CC1)CC(F)(F)F)=O 5-fluoro-7-((3-(4-(4-nitrophenyl)piperazin-1-yl)cyclobutyl)methoxy)-2-(((1-(2,2,2-trifluoroethyl)piperidin-4-yl)thio)methyl)quinazolin-4(3H)-one